triphenylphosphine ethyl-tetraphenylborate C(C)C1=C(C=CC=C1)[B-](C1=CC=CC=C1)(C1=CC=CC=C1)C1=CC=CC=C1.C1(=CC=CC=C1)P(C1=CC=CC=C1)C1=CC=CC=C1